F[C@H]1CN2CC[C@]2(C1)CO ((3R,5S)-3-fluoro-1-azabicyclo[3.2.0]heptan-5-yl)methanol